ClC=1N=CC(=NC1)N1[C@@H]2CC3CC(C[C@@H]1C3)(C2)NC=O N-((1R,3S,5s,7s)-2-(5-chloropyrazin-2-yl)-2-azaadamantan-5-yl)carboxamide